[N+](=O)([O-])C1=CC=C(C=C1)[C@H](C)NC(OC(C)(C)C)=O tert-Butyl (S)-(1-(4-nitrophenyl)ethyl)carbamate